2-amino-5-(5H-imidazo[5,1-a]isoindol-5-yl)-4,5,6,7-tetrahydropyrazolo[1,5-a]pyridin-4-ol NC1=NN2C(C(C(CC2)C2N3C(C4=CC=CC=C24)=CN=C3)O)=C1